ethylcatechol C(C)C1=C(C(O)=CC=C1)O